CC1=CC2=C(C3=CC=CC=C3C(=C2C=C1C)OC(=O)OCCC)OC(=O)OCCC 2,3-dimethyl-9,10-bis(n-propoxycarbonyloxy)anthracene